(3R)-N-(3-methyl-4-((1-methyl-1H-benzo[d]imidazol-5-yl)oxy)phenyl)-3,4,5,6-tetrahydro-2H-3,7-methano[1,4,7]oxadiazonino[2,3-f]quinazolin-13-amine CC=1C=C(C=CC1OC1=CC2=C(N(C=N2)C)C=C1)NC1=NC=NC2=CC=C3C(=C12)OC[C@@H]1NCCN3C1